2-(3,4-dichlorophenyl)-1-ethyl-6-methyl-4-oxo-5-phenyl-pyridine-3-carboxylic acid methyl ester COC(=O)C1=C(N(C(=C(C1=O)C1=CC=CC=C1)C)CC)C1=CC(=C(C=C1)Cl)Cl